N[C@H](CC1=C(C2=NC(=CC(=C2S1)NCC=1SC=CC1)Cl)Br)C 2-[(2S)-2-aminopropyl]-3-bromo-5-chloro-N-[(thiophen-2-yl)methyl]thieno[3,2-b]pyridin-7-amine